(2S,4R)-1-tert-butyl 2-methyl 4-(benzyl(methyl)amino)pyrrolidine-1,2-dicarboxylate C(C1=CC=CC=C1)N([C@@H]1C[C@H](N(C1)C(=O)OC(C)(C)C)C(=O)OC)C